COC(=O)C=1C=CC2=C(N(C(=N2)CC2=C(C=C(C=C2F)Br)F)CC2(CC2)CC#N)C1 2-(4-bromo-2,6-difluorobenzyl)-1-((1-(cyanomethyl)cyclopropyl)methyl)-1H-benzo[d]Imidazole-6-carboxylic acid methyl ester